trisodium methylphosphonic acid CP(O)(O)=O.[Na].[Na].[Na]